1-acetyl-4-(3-(cyclopropylmethoxy)-4-(difluoromethoxy)phenyl)pyrrolidine-2-carboxylic acid methyl ester COC(=O)C1N(CC(C1)C1=CC(=C(C=C1)OC(F)F)OCC1CC1)C(C)=O